CC=1C=C(C=C(C1)B1OC(C(O1)(C)C)(C)C)NC(C=C)=O N-[3-methyl-5-(4,4,5,5-tetramethyl-1,3,2-dioxaborolan-2-yl)phenyl]prop-2-enamide